1-{1-[3-(5-chloro-1H-1,3-benzodiazol-2-yl)-5-(3-fluoro-5-methylphenyl)pyridin-4-yl]azetidin-3-yl}methanamine ClC1=CC2=C(NC(=N2)C=2C=NC=C(C2N2CC(C2)CN)C2=CC(=CC(=C2)C)F)C=C1